ClC1=NC(=CC=C1N1CCN(CC1)CC1=CC(=NC=N1)NC(=O)NCC)C=1NC=CN1 1-(6-((4-(2-chloro-6-(1H-imidazol-2-yl)pyridin-3-yl)piperazin-1-yl)methyl)pyrimidin-4-yl)-3-ethylurea